7-[2-cyclopropyl-4-(4-fluorophenyl)quinolin-3-yl]-3,5-dihydroxyhept-6-enoic acid C1(CC1)C1=NC2=CC=CC=C2C(=C1C=CC(CC(CC(=O)O)O)O)C1=CC=C(C=C1)F